5-((4-methoxyphenyl)amino)-3-(4-(3-(4-(trifluoromethoxy)phenyl)ureido)phenyl)-1H-pyrazole-4-carboxamide COC1=CC=C(C=C1)NC1=C(C(=NN1)C1=CC=C(C=C1)NC(=O)NC1=CC=C(C=C1)OC(F)(F)F)C(=O)N